O1[C@@H]2[C@H](NCC1)CN(CC2)C(=O)OCC2=CC=CC=C2 benzyl (4aR,8aS)-hexahydro-2H-pyrido[4,3-b][1,4]oxazine-6(5H)-carboxylate